2-(4,4-difluoroazepan-1-yl)-N-(3-sulfamoylphenyl)-6,7,8,9-tetrahydro-5H-cyclohepta[b]pyridine-3-carboxamide FC1(CCN(CCC1)C1=C(C=C2C(=N1)CCCCC2)C(=O)NC2=CC(=CC=C2)S(N)(=O)=O)F